C(=O)=C1NC(C=CC1C1=C(C=C(C=C1F)CC=O)F)=C=O 2-[4-(2,6-dicarbonylpyridin-3-yl)-3,5-difluorophenyl]acetaldehyde